2,2,4,4-tetramethylcyclobutan CC1(CC(C1)(C)C)C